COC(=O)C1=NN(C=C1B(O)O)C (3-methoxycarbonyl-1-methyl-pyrazol-4-yl)boronic acid